NC1=C2C(=NC=N1)N(N=C2C2=C(C=C(C=C2)CNC(C2=C(C=CC=C2)OC)=O)C)C2CCCC2 N-[[4-(4-amino-1-cyclopentyl-pyrazolo[3,4-d]pyrimidin-3-yl)-3-methyl-phenyl]methyl]-2-methoxy-benzamide